tert-butyl (R)-3-(5-(3-bromophenyl)-3-ureidothiophene-2-carboxamido)piperidine-1-carboxylate BrC=1C=C(C=CC1)C1=CC(=C(S1)C(=O)N[C@H]1CN(CCC1)C(=O)OC(C)(C)C)NC(=O)N